BrC1=C(C=C(C=C1)C1(COC1)C(=O)O)F 3-(4-bromo-3-fluorophenyl)oxetane-3-carboxylic acid